C(CCCCCCCCC)[N+](CCCCCCCCCC)(C)C N,N-Didecyldimethylammonium